(2-phenylbenzo[d]thiazol-7-yl)boric acid C1(=CC=CC=C1)C=1SC2=C(N1)C=CC=C2OB(O)O